3-phenyl-(propan-3-d) C1(=CC=CC=C1)C(CC)[2H]